C(C)(=O)C1=CN(C2=CC=C(C=C12)C1=CN=NC=C1)CC(=O)N1[C@@H](C[C@H](C1)F)C(=O)NC1=NC(=CN=C1)Cl (2S,4R)-1-(2-(3-acetyl-5-(pyridazin-4-yl)-1H-indol-1-yl)acetyl)-N-(6-chloropyrazin-2-yl)-4-fluoropyrrolidine-2-carboxamide